N1[C@H](CCC2=CC=CN=C12)CCCCCCO[C@H]1CN(CC1)C(=O)OC(C)(C)C Tert-butyl (R)-3-((6-((S)-1,2,3,4-tetrahydro-1,8-naphthyridin-2-yl)hexyl)oxy)pyrrolidine-1-carboxylate